2,2,4,4,6,6,8,8,10,10-decaethyl-1,3,5,7-tetraoxa-9-thia-2,4,6,8,10-penta-siladecane C(C)[Si](O)(O[Si](O[Si](O[Si](S[SiH](CC)CC)(CC)CC)(CC)CC)(CC)CC)CC